C(C)(C)(C)OC(=O)N([C@H](C(=O)N[C@@H]1C(N2[C@@H](SCC1)CC([C@H]2C(=O)N[C@H](CCC(=O)OC)C2=CC=CC=C2)(C)C)=O)C)C Methyl (4R)-4-{[(4S,7S,9aS)-4-[(2S)-2-{[(tert-butoxy)carbonyl](methyl)amino}propanamido]-8,8-dimethyl-5-oxo-octahydropyrrolo[2,1-b][1,3]thiazepin-7-yl]formamido}-4-phenylbutanoate